ClC1=NC=C(C(=N1)C1=C(C=C(C=C1)F)F)Cl 2,5-dichloro-4-(2,4-difluorophenyl)pyrimidine